(3Z)-6-(heptoxymethyl)-3-hexenyl-lithium C(CCCCCC)OCCC\C=C/CC[Li]